S1N=C(C=N1)C(C)NC1=NC=C(C=N1)C1=NOC(=N1)C(F)(F)F N-[1-(1,2,5-thiadiazol-3-yl)ethyl]-5-[5-(trifluoromethyl)-1,2,4-oxadiazol-3-yl]pyrimidin-2-amine